N-(6-(3-((tert-butyldimethylsilyl)oxy)azetidin-1-yl)-3-(trifluoromethyl)imidazo[1,2-b]pyridazin-8-yl)-N-(4-methoxybenzyl)glycine [Si](C)(C)(C(C)(C)C)OC1CN(C1)C=1C=C(C=2N(N1)C(=CN2)C(F)(F)F)N(CC(=O)O)CC2=CC=C(C=C2)OC